N12CC(C(CC1)CC2)OC(NC(C)(C)C2=CC=C(C=C2)Br)=O (2-(4-bromophenyl)propan-2-yl)carbamic acid quinuclidin-3-yl ester